NC=1C=2N(C3=C(N1)C=NC(=C3)C(=O)N3[C@@H]1[C@H](O[C@@H](C3)C)CC=3C=C(C(=CC31)F)OC(F)(F)F)C=NC2 (4-aminoimidazo[1,5-a]pyrido[3,4-e]pyrazin-8-yl)((2R,4aS,9aR)-6-fluoro-2-methyl-7-(trifluoromethoxy)-2,3,9,9a-tetrahydroindeno[2,1-b][1,4]oxazin-4(4aH)-yl)methanone